2-(3,4-dichlorophenyl)-1-((5R,8S)-1-fluoro-6,7,8,9-tetrahydro-5H-5,8-epiminocyclohepta-[c]pyridin-10-yl)-2-hydroxyethan-1-one ClC=1C=C(C=CC1Cl)C(C(=O)N1[C@@H]2CC[C@H]1CC=1C(=NC=CC12)F)O